4-(1-(4-(2,6-bis(benzyloxy)pyridin-3-yl)-3,5-difluorophenyl)azetidine-3-yl)piperazine-1-carboxylic acid benzyl ester C(C1=CC=CC=C1)OC(=O)N1CCN(CC1)C1CN(C1)C1=CC(=C(C(=C1)F)C=1C(=NC(=CC1)OCC1=CC=CC=C1)OCC1=CC=CC=C1)F